1-(4-(4-(5-(6-chloro-2,3-difluorophenyl)-4,5-dihydroisoxazol-3-yl)thiazol-2-yl)piperidin-1-yl)-2-((6-methoxypyrazin-2-yl)oxy)ethan-1-one ClC1=CC=C(C(=C1C1CC(=NO1)C=1N=C(SC1)C1CCN(CC1)C(COC1=NC(=CN=C1)OC)=O)F)F